4-butyl-3-[(2-chloro-6-fluorophenyl)methyl]-4,5-dihydro-1,2,4-oxadiazol-5-one C(CCC)N1C(=NOC1=O)CC1=C(C=CC=C1F)Cl